OC1(CNCC(OCC1)C(=O)O)C 6-hydroxy-6-methyl-1,4-oxazocane-2-carboxylic acid